C(C)(C)(C)N1CCN(CC1)C=1C=C(C=NC1OC)C1=NC(=CC(=C1OCOC)C1=CC(=C(C=C1)N1C(N(C=C1)C)=O)F)C 1-(4-(5'-(4-(tert-butyl)piperazin-1-yl)-6'-methoxy-3-(methoxymethoxy)-6-methyl-[2,3'-bipyridin]-4-yl)-2-fluorophenyl)-3-methyl-1H-imidazol-2(3H)-one